C[C@@H]1CN(C[C@@H](O1)C)C1=CC=CC(=N1)C=1N=C2C(=NC1)C=NC(=C2)CN2C(C1=CC=CC=C1C2=O)=O 2-[[2-[6-[(2r,6s)-2,6-dimethylmorpholin-4-yl]-2-pyridinyl]pyrido[3,4-b]pyrazin-7-yl]methyl]isoindoline-1,3-dione